C(C)OP(=O)(OCC)C(C(=O)OC(C)(C)C)CC1=NOC(=N1)C1(CC1)C1=CC=C(C=C1)OC(F)(F)F tert-butyl 2-(diethoxyphosphoryl)-3-(5-(1-(4-(trifluoromethoxy)phenyl)cyclopropyl)-1,2,4-oxadiazol-3-yl)propanoate